4-[2-(2,4,6-trimethylphenylamino)-1-hydroxyethyl]-1,3-Dihydroimidazol-2-one CC1=C(C(=CC(=C1)C)C)NCC(O)C=1NC(NC1)=O